(5-Ethyl-1,7-dimethyl-4-oxo-4,5-dihydro-1H-pyrrolo[3,2-c]pyridin-3-yl)carbamic acid tert-butyl ester C(C)(C)(C)OC(NC1=CN(C2=C1C(N(C=C2C)CC)=O)C)=O